(R) or (S)-1-(4-dimethylaminobutyl)-2-(3-pyridyl)pyrrolidine CN(CCCCN1[C@H](CCC1)C=1C=NC=CC1)C |o1:7|